aluminum-niobium-zirconium-molybdenum [Mo].[Zr].[Nb].[Al]